N-{3-[4-(difluoromethylidene)piperidin-1-yl]-4-{4-[2-(4,4-difluoropiperidin-1-yl)-6-methylpyrimidin-4-yl]-1H-1,2,3-triazol-1-yl}phenyl}-2-hydroxyethane-1-sulfonamide FC(=C1CCN(CC1)C=1C=C(C=CC1N1N=NC(=C1)C1=NC(=NC(=C1)C)N1CCC(CC1)(F)F)NS(=O)(=O)CCO)F